methyl (2S,3R)-4-[2-(2-{2-[2-(2-{2-[(tert-butyl) (oxycarbonylamino)] ethoxy} ethoxy)ethoxy] ethylamino}-4-chlorophenyl)ethyl]-1-methyl-3-(2-naphthyl)-5-oxo-2-piperazinecarboxylate C(C)(C)(C)OC(=O)NCCOCCOCCOCCNC1=C(C=CC(=C1)Cl)CCN1[C@@H]([C@H](N(CC1=O)C)C(=O)OC)C1=CC2=CC=CC=C2C=C1